C1=NC=C(C2=CC=CC=C12)N1C(N(CC1C#N)C1=NC=C(C=C1)C(F)(F)F)=O 3-(isoquinolin-4-yl)-2-oxo-1-(5-(trifluoromethyl)pyridin-2-yl)imidazolidine-4-carbonitrile